Tert-butyl ((1r,4r)-4-(4-acetylphenoxy)cyclohexyl)carbamate C(C)(=O)C1=CC=C(OC2CCC(CC2)NC(OC(C)(C)C)=O)C=C1